(S)-3-(1-(4-(4-(3,5-dimethyl-4-(methylsulfonyl)-1H-pyrazol-1-yl)pyrimidin-2-yl)piperazine-1-carbonyl)-4,5-dihydro-1H-pyrazol-5-yl)-5-fluorobenzonitrile CC1=NN(C(=C1S(=O)(=O)C)C)C1=NC(=NC=C1)N1CCN(CC1)C(=O)N1N=CC[C@H]1C=1C=C(C#N)C=C(C1)F